5-methyl-1-phenyl-1H-pyrazol-3-ol CC1=CC(=NN1C1=CC=CC=C1)O